CS(=O)(=O)NC(NCCCCCCCCCCCCC(=O)O)=O 13-(3-(methylsulfonyl)ureido)tridecanoic acid